FC1=CC(=C(C=C1)NC1=C(C(=O)NC2=C(C(=NC=C2)OC)C)C=C(C=C1)C(F)(F)F)C 2-((4-fluoro-2-methylphenyl)amino)-N-(2-methoxy-3-methylpyridin-4-yl)-5-(trifluoromethyl)benzamide